2,5-bishydroxymethyl-1,6-hexanediol OCC(CO)CCC(CO)CO